C1(=CC=CC=C1)N(C1=CC=CC=C1)C1=CC=CC=2C3=CC=CC=C3C3(C12)C1=CC=CC=C1C=1C=CC=CC13 (N,N-diphenylamino)-9,9'-spirobifluorene